1-(1-methoxyethyl)cyclobutane-1-carboxylic acid COC(C)C1(CCC1)C(=O)O